2-ethynyl-6-(trifluoromethoxy)pyridine C(#C)C1=NC(=CC=C1)OC(F)(F)F